6-bromo-8-fluoro-3,4-dihydro-2H-benzo[b][1,4]oxazine BrC1=CC2=C(OCCN2)C(=C1)F